ClC1=CC=C(N=N1)N1CCC(CC1)CCN1N=C(C=2CCCCC12)C(=O)N1CCC(CC1)NC(C)=O N-[1-[1-[2-[1-(6-Chloropyridazin-3-yl)-4-piperidyl]ethyl]-4,5,6,7-tetrahydroindazol-3-carbonyl]-4-piperidyl]acetamid